C(CCC)NC(C(CCC)CCC)=O valproic-butylamide